methyl trans-4-(8-bromo-5-oxo-5,6-dihydro-4H-[1,2,4]triazolo[4,3-a][1]benzazepin-1-yl)cyclohexanecarboxylate BrC=1C=CC2=C(CC(CC=3N2C(=NN3)[C@@H]3CC[C@H](CC3)C(=O)OC)=O)C1